COC(=O)CCCCCCCCCCOC=1C2=CC=CC=C2C(=C2C=CC=CC12)OCCCCCCCCCCC(=O)OC 9,10-bis(methoxycarbonyldecyleneoxy)anthracene